2-methyl-4-isothiazolinone CN1SC=CC1=O